6-(p-tolyl)-N-(3,4,5-trimethoxyphenyl)-[1,2,4]triazolo[4,3-a]pyridin-3-amine C1(=CC=C(C=C1)C=1C=CC=2N(C1)C(=NN2)NC2=CC(=C(C(=C2)OC)OC)OC)C